(S)-1-(2-(4-(5-(3,5-difluorophenyl)-4,5-dihydro-1H-pyrazole-1-carbonyl)piperazin-1-yl)pyrimidin-4-yl)-1H-imidazole-4-carbonitrile FC=1C=C(C=C(C1)F)[C@@H]1CC=NN1C(=O)N1CCN(CC1)C1=NC=CC(=N1)N1C=NC(=C1)C#N